C(C)(C)(C)OC(=O)NCC(C(=O)O)C1=CC(=CC=C1)C(N)=O 3-[(tert-butoxycarbonyl)amino]-2-(3-carbamoylphenyl)propanoic acid